tris(trimethylsiloxy)silylethylchlorosilane C[Si](O[Si](O[Si](C)(C)C)(O[Si](C)(C)C)CC[SiH2]Cl)(C)C